C(C)(C)(C)N(C(O)=O)CC1CCC(CC1)N1CCC(CC1)C1=CC=C2C(C=3N(C=4C=CC=C(C4C(N3)=O)Cl)C2=C1)(C)C.C(C)N(CC)CCC1=CC=C(C=C)C=C1 N,N-diethyl-4-aminoethyl-styrene tert-butyl-((4-(4-(4-chloro-7,7-dimethyl-5-oxo-5,7-dihydroindolo[1,2-a]quinazolin-10-yl)piperidin-1-yl)cyclohexyl)methyl)carbamate